CC=1C(C(CCC1)(C)C)C=CC(C)=O 4-(2,6,6-trimethylcyclohex-2-enyl)-but-3-en-2-one